5-Aminopyridine-2-carboxamide NC=1C=CC(=NC1)C(=O)N